N1=NN(C2=NC=CC=C21)C2=CC=C(C(=O)N(C1=NC=CC3=CC=CC(=C13)C)[C@H]1CN(CCC1)C(=O)OC(C)(C)C)C=C2.C[Si](O[Si](C)(C)C)(O[SiH2]O[SiH2]O[SiH3])C pentamethyl pentasiloxane tert-butyl (R)-3-(4-(3H-[1,2,3]triazolo[4,5-b]pyridin-3-yl)-N-(8-methylisoquinolin-1-yl)benzamido)piperidine-1-carboxylate